bromobipyridyl BrC=1C(=NC=CC1)C1=NC=CC=C1